Tert-butyl 4-(4',4'-dimethyl-6-(5-methylisoxazole-3-carboxamido)-2',3',4',5'-tetrahydro-[1,1'-biphenyl]-3-yl)piperidine-1-carboxylate CC1(CCC(=CC1)C1=CC(=CC=C1NC(=O)C1=NOC(=C1)C)C1CCN(CC1)C(=O)OC(C)(C)C)C